N(N)C(OCC1COC2(CCC2)C1)=S O-((5-oxaspiro(3.4)octan-7-yl)methyl) hydrazinecarbothioate